C1=C(C=C(C=C1S(F)(F)(F)(F)F)Br)C=O 3-bromo-5-(pentafluorothio)benzaldehyde